Cyclopentyl-(5-methoxy-2-pyridin-2-yl-pyrimidin-4-yl)amine C1(CCCC1)NC1=NC(=NC=C1OC)C1=NC=CC=C1